2-(3-bromo-5-fluorobenzyl)-3-oxopyrrolidine-1-carboxylic acid tert-butyl ester C(C)(C)(C)OC(=O)N1C(C(CC1)=O)CC1=CC(=CC(=C1)F)Br